Cl.FC(COC1=NC=CC(=N1)CN)(F)F [2-(2,2,2-trifluoroethoxy)pyrimidin-4-yl]methanamine hydrochloride